N1=CN=CC(=C1)NC(C1=CC=CC=C1)=O N-pyrimidin-5-yl-benzamide